4-methoxyphenyl-sulfonate COC1=CC=C(C=C1)S(=O)(=O)[O-]